C(C)(C)(C)OC(=O)N1CCC(CC1)COCCCCC(OC)OC.CNC(C1=CC(=C(C(=C1)OCCCCCCCCCCCCCCCCCC)OCCCCCCCCCCCCCCCCCC)OCCCCCCCCCCCCCCCCCC)=O N-methyl-3,4,5-tris(octadecyloxy)benzamide tert-butyl-4-{[(5,5-dimethoxypentyl)oxy]methyl}piperidine-1-carboxylate